FC(CN1N=C(C2=CC=CC=C12)C(=O)OC)F methyl 1-(2,2-difluoroethyl)-1H-indazole-3-carboxylate